1-(2,2-difluoroethyl)-5-methyl-6-(2-(2-methyl-6-(trifluoromethyl)pyrimidin-4-yl)-2,6-diazaspiro[3.4]octan-6-yl)-1,5-dihydro-4H-pyrazolo[3,4-d]pyrimidin-4-one FC(CN1N=CC2=C1N=C(N(C2=O)C)N2CC1(CN(C1)C1=NC(=NC(=C1)C(F)(F)F)C)CC2)F